7-oxo-5-(4-phenoxyphenyl)-4,7-dihydropyrazolo[1,5-a]pyrimidine-3-carboxylic acid ethyl ester C(C)OC(=O)C=1C=NN2C1NC(=CC2=O)C2=CC=C(C=C2)OC2=CC=CC=C2